C1(=CC(=CC=C1)C=1OCCN1)C=1OCCN1 (1,3-phenylene)Bisoxazoline